(R)-5-[[4-[2-[5-(S)-(1-hydroxyethyl)pyridin-2-yl]ethoxy]-phenyl]methyl]-1,3-thiazolidin-2,4-dion OC(C)C=1C=CC(=NC1)CCOC1=CC=C(C=C1)C[C@@H]1C(NC(S1)=O)=O